2-(3-(4-(1H-indazol-5-ylamino)quinazolin-2-yl)phenoxy)-N-isopropylacetamide N1N=CC2=CC(=CC=C12)NC1=NC(=NC2=CC=CC=C12)C=1C=C(OCC(=O)NC(C)C)C=CC1